4'-ethyl-N-{2-oxo-2-[(2-phenylethyl)amino]ethyl}biphenyl-4-carboxamide C(C)C1=CC=C(C=C1)C1=CC=C(C=C1)C(=O)NCC(NCCC1=CC=CC=C1)=O